benzyl 3-oxo-piperidine-1-carboxylate O=C1CN(CCC1)C(=O)OCC1=CC=CC=C1